FC([C@@]12N(C=3C(=NN=C(C3)C3=C(C(=CC=C3)F)OC)NC1)C[C@@H](C2)OC=2N=CC(=NC2C)CO)F (5-(((6aS,8R)-6a-(Difluoromethyl)-2-(3-fluoro-2-methoxyphenyl)-5,6,6a,7,8,9-hexahydropyrrolo[1',2':4,5]pyrazino[2,3-c]pyridazin-8-yl)oxy)-6-methylpyrazin-2-yl)methanol